C1(CCC1)N1N=CC(=C1)C1COC2=C(O1)C(=CC(=C2)CN2C=NC=1C2=NC=C(C1)OC)OC 3-((2-(1-cyclobutyl-1H-pyrazol-4-yl)-8-methoxy-2,3-dihydrobenzo[b][1,4]dioxin-6-yl)methyl)-6-methoxy-3H-imidazo[4,5-b]pyridine